FC1=C(N=CC2=C1N=C(N=C2N2CCOCCC2)OC[C@]21CCCN1C[C@@H](C2)F)C2=CNC1=CC=CC(=C21)C(F)(F)F 4-(8-fluoro-2-(((2R,7aS)-2-fluorotetrahydro-1H-pyrrolizin-7a(5H)-yl)methoxy)-7-(4-(trifluoromethyl)-1H-indol-3-yl)pyrido[4,3-d]pyrimidin-4-yl)-1,4-oxazepane